C(C)OC(CCC1=C(C(=NC(=C1C)CC1=CC(=CC=C1)OC1=CC=CC=C1)CCC)O)=O 3-(3-hydroxy-5-methyl-6-(3-phenoxybenzyl)-2-propylpyridin-4-yl)propionic acid ethyl ester